7-(methylamino)-1,6-naphthyridin-2(1H)-one CNC1=NC=C2C=CC(NC2=C1)=O